4-Bromophenylsulfonic acid sodium salt dihydrate O.O.[Na+].BrC1=CC=C(C=C1)S(=O)(=O)[O-]